ClC1=CC2=C(N=N1)N(C=C2)C2CC(C2)(C)OCC2=CC=C(C=C2)OC 3-chloro-7-{(1s,3s)-3-[(4-methoxybenzyl)oxy]-3-methylcyclobutyl}-7H-pyrrolo[2,3-c]pyridazine